2-Bromo-1-(2,3-dihydro-1H-inden-5-yl)ethan-1-one BrCC(=O)C=1C=C2CCCC2=CC1